C(C)(C)C1=C(NC2=C1N=C(S2)C2CCN(CC2)C(C)C)C2=CN(C1=NC=CC=C12)C 6-isopropyl-2-(1-isopropyl-piperidin-4-yl)-5-(1-methyl-1H-pyrrolo[2,3-b]pyridin-3-yl)-4H-pyrrolo[3,2-d]thiazole